C(CC)OC(=O)C1(COC(OC1)=O)C 5-methyl-2-oxo-1,3-dioxane-5-carboxylic acid propyl ester